tert-butyl 3-((4-(4-(3-cyano-4-methoxypyrazolo[1,5-a]pyridin-6-yl)-5-methyl-1H-pyrazol-1-yl)piperidin-1-yl)methyl)-3-methoxyazetidine-1-carboxylate C(#N)C=1C=NN2C1C(=CC(=C2)C=2C=NN(C2C)C2CCN(CC2)CC2(CN(C2)C(=O)OC(C)(C)C)OC)OC